N1=CC(=CC=C1)C(=O)OCCN1CCN(CC1)C1=NC=CC=N1 3-pyridinecarboxylic acid, {2-[4-(2-pyrimidinyl)-1-piperazinyl]ethyl} ester